O[C@@]1([C@@H](CC2C3CCC4=CC(CC[C@@]4(C3=CC[C@]12C)C)=O)CCC)C(CO)=O (10S,13S,16R,17R)-17-hydroxy-17-(2-hydroxyacetyl)-10,13-dimethyl-16-propyl-6,7,8,10,12,13,14,15,16,17-decahydro-1H-cyclopenta[a]phenanthren-3(2H)-one